5-Chloro-N-(3,5-dimethoxyphenyl)-2-ethynyl-N-(2-oxo-1-(2,2,2-trifluoroethyl)pyrrolidin-3-yl)thiazole-4-carboxamide ClC1=C(N=C(S1)C#C)C(=O)N(C1C(N(CC1)CC(F)(F)F)=O)C1=CC(=CC(=C1)OC)OC